CN(C)CC1=C(C=CC=C1)C=1C=C(SC1)[C@@H](C)NC1=NC(=NC2=CC(=C(C=C12)C1CCC(CC1)C(=O)OC)OC)C methyl (1R,4R)-4-(4-(((R)-1-(4-(2-((dimethylamino)methyl)phenyl)thien-2-yl)ethyl)amino)-7-methoxy-2-methylquinazolin-6-yl)cyclohexane-1-carboxylate